1-(1H-Benzoimidazol-5-yl)-5-{4-[2-(trifluoromethyl)-1,3-thiazol-5-yl]phenyl}imidazolidin-2-one N1C=NC2=C1C=CC(=C2)N2C(NCC2C2=CC=C(C=C2)C2=CN=C(S2)C(F)(F)F)=O